6,6-difluorospiro[2.5]octane-1-carboxamide FC1(CCC2(CC2C(=O)N)CC1)F